3,4-Dichlorophenyl 3-deoxy-3-[4-(2,3,4,5,6-pentafluorophenyl)-1H-1,2,3-triazol-1-yl]-1-thio-α-D-galactopyranoside FC1=C(C(=C(C(=C1F)F)F)F)C=1N=NN(C1)[C@@H]1[C@H]([C@@H](SC2=CC(=C(C=C2)Cl)Cl)O[C@@H]([C@@H]1O)CO)O